NC1=NC2=C(C=C(C=C2C=N1)C1=C(C=C(C=C1)OC1=NC=CC=C1)OC)C=1C=C(C=CC1)NC(C=C)=O N-(3-(2-amino-6-(2-methoxy-4-(pyridin-2-yloxy)phenyl)quinazolin-8-yl)phenyl)acrylamide